triethyl-(1-methoxy-3-phenylpropoxy)silane C(C)[Si](OC(CCC1=CC=CC=C1)OC)(CC)CC